FC=1C=NC(=NC1)NC1CCN(CC1)S(=O)(=O)C=1C=C(CN2CCC(CC2)C2=CC=C3C(=NN(C3=C2)C)N2C(NC(CC2)=O)=O)C=CC1 1-(6-(1-(3-((4-((5-fluoropyrimidin-2-yl)amino)piperidin-1-yl)sulfonyl)benzyl)-piperidin-4-yl)-1-methyl-1H-indazol-3-yl)dihydropyrimidine-2,4(1H,3H)-dione